E-HEXEN-1-YLBORONIC ACID B(/C=C/CCCC)(O)O